N[C@@H]1CC[C@H](CC1)NC=1C=2N(N=CC1C(N)=NC1=C(C=CC(=C1)F)Cl)C=C(C2)C2=C(C=C(C=C2)NC(=O)NC)C 1-[4-[4-[trans-(4-aminocyclohexyl)amino]-3-[N'-(2-chloro-5-fluoro-phenyl)carbamimidoyl]pyrrolo[1,2-b]pyridazin-6-yl]-3-methyl-phenyl]-3-methyl-urea